2-PICOLINE-3-BORONIC ACID HCL Cl.N1=C(C(=CC=C1)B(O)O)C